C(CC(O)(C(=O)O)CC(=O)O)(=O)O.C(C)OCC1(CN(CC1)C(C)(C)C=1C=NC(=CC1)C)CCN1C(NC2=C1C=C(C(=C2)F)F)=O 1-(2-(3-(ethoxymethyl)-1-(2-(6-methylpyridin-3-yl)propan-2-yl)pyrrolidin-3-yl)ethyl)-5,6-difluoro-1,3-dihydro-2H-benzo[d]imidazol-2-one citrate